CN1CCC(CC1)NC1=C2C=C(N(C2=CC=C1)CC(F)(F)F)C#CCN(C(OC(C)(C)C)=O)C=1SC(=CC1)S(=O)(=O)C tert-butyl (3-(4-((1-methylpiperidin-4-yl)amino)-1-(2,2,2-trifluoroethyl)-1H-indol-2-yl)prop-2-yn-1-yl)(5-(methylsulfonyl)thiophen-2-yl)carbamate